4-(((tert-butoxycarbonyl)amino)methyl)-5,6-dihydrophenanthridine-9-carboxylic acid methyl ester COC(=O)C1=CC=C2CNC=3C(=CC=CC3C2=C1)CNC(=O)OC(C)(C)C